N-(3-Acetamido-4-methoxyphenyl)-1-methyl-3-(1-methyl-1H-indol-2-yl)-1H-indazole-5-carboxamide C(C)(=O)NC=1C=C(C=CC1OC)NC(=O)C=1C=C2C(=NN(C2=CC1)C)C=1N(C2=CC=CC=C2C1)C